C1(=CCCC1)C1=C(C=C(C(=O)OC)C=C1OC)OC methyl 4-(cyclopent-1-en-1-yl)-3,5-dimethoxybenzoate